C1CCC2=C(C=3CCCC3C=C12)NC(=O)N=S(=O)(N)C=1C=NN2C1OC(C2)C N'-((1,2,3,5,6,7-hexahydro-s-indacen-4-yl)carbamoyl)-2-methyl-2,3-dihydropyrazolo[5,1-b]oxazole-7-sulfonimidamide